C1(=CC=CC2=CC=CC=C12)C1CC2C=CC1C2 6-(alpha-naphthyl)-bicyclo[2.2.1]-hept-2-ene